O[C@@]1(CC[C@@]2(C3CC[C@@]4([C@H](CC[C@H]4[C@@H]3CCC2C1)C(C)=O)C)C)C 1-((3R,8R,10S,13S,14S,17S)-3-hydroxy-3,10,13-trimethylhexadecahydro-1H-cyclopenta[a]phenanthren-17-yl)ethanone